N-(4-((benzyloxy)methyl)-3,5-difluorophenethyl)-3-fluoropropan-1-amine C(C1=CC=CC=C1)OCC1=C(C=C(CCNCCCF)C=C1F)F